BrC=1C=C(C=CC1)N1C=C(C=CC1=O)C(=O)N[C@H](C)C1=C(C(=CC=C1)C(CO)(F)F)F (R)-1-(3-bromophenyl)-N-(1-(3-(1,1-difluoro-2-hydroxyethyl)-2-fluorophenyl)ethyl)-6-oxo-1,6-dihydropyridine-3-carboxamide